1-(4-(6-chloro-2-(2-(dimethylamino)ethoxy)-8-fluoro-7-(3-hydroxynaphthalen-1-yl)quinazolin-4-yl)piperazin-1-yl)prop-2-en-1-one ClC=1C=C2C(=NC(=NC2=C(C1C1=CC(=CC2=CC=CC=C12)O)F)OCCN(C)C)N1CCN(CC1)C(C=C)=O